S1C=C(C=C1)[C@H](C(=O)O)C |r| (±)-2-(thiophen-3-yl)propanoic acid